CC1C(=CC2=CC=CC=C12)[Zr] (1-methylindenyl)zirconium